(cyclopropylmethyl)-3-(1-methyl-1H-imidazol-4-yl)-4-((4-(trifluoromethyl)benzyl)amino)benzenesulfonamide C1(CC1)CC1=C(C=CC(=C1C=1N=CN(C1)C)NCC1=CC=C(C=C1)C(F)(F)F)S(=O)(=O)N